2-((5-bromo-1-(benzenesulfonyl)-1H-pyrrolo[2,3-b]pyridin-4-yl)amino)-2-methylpropan-1-ol BrC=1C(=C2C(=NC1)N(C=C2)S(=O)(=O)C2=CC=CC=C2)NC(CO)(C)C